2,2,2-trifluoro-N-[3-iodo-2-[1-(2,2,3,3,3-pentafluoropropyl)pyrazolo[3,4-c]pyridin-5-yl]indazol-6-yl]-N-methyl-acetamide FC(C(=O)N(C)C=1C=CC2=C(N(N=C2C1)C=1C=C2C(=CN1)N(N=C2)CC(C(F)(F)F)(F)F)I)(F)F